N-((2R,4R)-1,2-dimethylpiperidin-4-yl)cyclopropane-1-carboxamide CN1[C@@H](C[C@@H](CC1)NC(=O)C1CC1)C